C1(CC1)NC1=C2C(=NC(=C1)NC1=CC=C(C=3CCOC31)C(=O)N3CCOCC3)NC=C2C(F)(F)F (7-((4-(cyclopropylamino)-3-(trifluoromethyl)-1H-pyrrolo[2,3-b]pyridin-6-yl)amino)-2,3-dihydrobenzofuran-4-yl)(morpholino)methanone